SCCCCCCCCCCC[Si](OC)(OC)OC 11-mercaptoundecyltrimethoxysilane